ClC=1C=CC(=NC1)NC[C@@H]1[C@@H](O[C@@H](CN1C(=O)C1=NC(=CC=C1N1N=CC=N1)C)C)C ((2S,3R,6R)-3-(((5-Chloropyridin-2-yl)amino)methyl)-2,6-dimethylmorpholino)(6-methyl-3-(2H-1,2,3-triazol-2-yl)pyridin-2-yl)methanone